OC=1C=C(C=C2OC=3C=C4C(=CC3C(C12)=O)OCO4)OC 9-hydroxy-7-methoxy-10H-[1,3]dioxolo[4,5-b]xanthen-10-one